OC1=C(C=CC(=C1)O)C(\C=C\C1=CC(=C(C=C1)OC)COC1=C(C=CC=C1)CC=C)=O (E)-1-(2,4-Dihydroxyphenyl)-3-[4-methoxy-3-[(2-prop-2-enylphenoxy)methyl]phenyl]prop-2-en-1-one